FC=1C=C(C(=O)C2=CNC=3N=C(N=C(C32)N[C@@H]3CN(CC3)C(C=C)=O)NC3=CC=C(C=C3)N3CCN(CC3)C)C=CC1 (S)-1-(3-((5-(3-fluorobenzoyl)-2-((4-(4-methyl-Piperazin-1-yl)phenyl)amino)-7H-pyrrolo[2,3-d]pyrimidin-4-yl)amino)pyrrolidin-1-yl)prop-2-en-1-one